Altronat O=C([C@@H](O)[C@H](O)[C@H](O)[C@H](O)CO)[O-]